CC(C)(C)OC(=O)N1[C@@H]2CC[C@H]1CC(C2)O tert-Butyl 3-endo-3-hydroxy-8-azabicyclo[3.2.1]octane-8-carboxylate